BrC1=C(SC2=C1C=[N+](C=C2)[O-])C(=O)OC 3-bromo-2-(methoxycarbonyl)thieno[3,2-c]pyridine-5-oxide